((3R)-4-amino-3-methyl-1,3-dihydrofuro[3,4-c]quinolin-8-yl)((3S)-3-fluoro-3-(4-(trifluoromethyl)phenyl)-1-pyrrolidinyl)methanone NC1=NC=2C=CC(=CC2C2=C1[C@H](OC2)C)C(=O)N2C[C@](CC2)(C2=CC=C(C=C2)C(F)(F)F)F